Neopentyl isovalerate C(CC(C)C)(=O)OCC(C)(C)C